C1=CC=CC=2C3=CC=CC=C3C(C12)COC(=O)NCC(=O)NC=1SC=C(N1)C=1CCN(CC1)C(=O)OC(C)(C)C tert-butyl 4-[2-[[2-(9H-fluoren-9-ylmethoxycarbonyl-amino) acetyl] amino] thiazol-4-yl]-3,6-dihydro-2H-pyridine-1-carboxylate